N-(1-(1H-indol-3-yl)hexane-2-yl)-4-fluoro-6-(4-methylpiperazine-1-yl)benzo[b]thiophene-2-carboxamide N1C=C(C2=CC=CC=C12)CC(CCCC)NC(=O)C1=CC2=C(S1)C=C(C=C2F)N2CCN(CC2)C